6-bromo-2,3-dihydro-phthalazine-1,4-dione BrC=1C=C2C(NNC(C2=CC1)=O)=O